4-(2-acryloxyethoxyphenyl)fluorene C(C=C)(=O)OCCOC1=C(C=CC=C1)C1=CC=CC=2CC3=CC=CC=C3C12